CS(=O)(=O)N1CCN(CC1)CC=1C=C(C=C(C1)[N+](=O)[O-])C1=NC2=CC=CC=C2N=C1 2-(3-((4-(methylsulfonyl)piperazin-1-yl)methyl)-5-nitrophenyl)quinoxaline